(R)-3-{4-[4-(3,7-difluoro-1H-pyrrolo[3,2-c]pyridin-4-yl)piperidine-1-carboxamido]bicyclo[2.2.2]octan-1-yl}butyric acid FC1=CNC2=C1C(=NC=C2F)C2CCN(CC2)C(=O)NC21CCC(CC2)(CC1)[C@@H](CC(=O)O)C